N1(N=CCC1)CCNC(CCC(=O)OC1=C(C=CC=C1C(C)C)C(C)C)=O 2,6-diisopropylphenyl 4-((2-(4,5-dihydro-1H-pyrazol-1-yl)ethyl)amino)-4-oxobutanoate